(3S)-3-fluoropyrrolidine monohydrochloride Cl.F[C@@H]1CNCC1